CC([C@@H](C(=O)O)NC(C(CCCCCCCCCCCCCC)=O)=O)C (S)-3-Methyl-2-(2-oxohexadecanamido)butanoic acid